3-[(3-Chloro-4-hydroxyphenyl)-amino]-4-(2-nitrophenyl)-1H-pyrrol ClC=1C=C(C=CC1O)NC1=CNC=C1C1=C(C=CC=C1)[N+](=O)[O-]